FC=1C(=C(C=CC1NCC1=CC=C(C=C1)F)NC(OC(C)(C)C)=O)NC(OC(C)(C)C)=O di-tert-butyl (3-fluoro-4-((4-fluorobenzyl)amino)-1,2-phenylene)dicarbamate